S1C(=NC2=C1C=CC=C2)NC2=C(C1=C(N=N2)N(CCC1)C=1SC(=CN1)CCCOC1=C(C=C(C=C1)C#CCN(C)CCCCC#C)F)C 2-{3-[(1,3-benzothiazol-2-yl)amino]-4-methyl-6,7-dihydropyrido[2,3-c]pyridazin-8(5H)-yl}-5-[3-(2-fluoro-4-{3-[(hex-5-yn-1-yl)(methyl)amino]prop-1-yn-1-yl}phenoxy)propyl]-1,3-thiazole